2-((2-(1H-imidazol-4-yl)phenyl)(hydroxy)methyl)-2,6,6-trimethylcyclohexan-1-one N1C=NC(=C1)C1=C(C=CC=C1)C(C1(C(C(CCC1)(C)C)=O)C)O